O[C@H]1/C=C/C[C@@H]2[C@H]([C@@H]2CC1)C(=O)OCC ethyl (1S,5R,8R,9S,E)-5-hydroxybicyclo[6.1.0]non-3-ene-9-carboxylate